(methacryloxymethyl)methyl-diethoxysilane Cobalt-Nickel Phosphat P(=O)([O-])([O-])[O-].[Ni+2].[Co+2].C(C(=C)C)(=O)OC[Si](OCC)(OCC)C